C(#N)[C@@]1(COCC2=CC=C(C=C12)C(=O)NCC1=NC=C2C=CC(=NC2=C1)N1C(C(=CC=C1)N(C)C)=O)C (R)-4-cyano-N-((2-(3-(dimethylamino)-2-oxopyridin-1(2H)-yl)-1,6-naphthyridin-7-yl)methyl)-4-methylisochroman-6-carboxamide